F[C@@H]1C[C@H](N(C1)C(=O)C1(CC1)C(F)(F)F)C(=O)N[C@H](C#CC1=NC=CN=C1)CC(=O)N (2S,4R)-4-fluoro-N-[(1S)-1-(2-amino-2-oxo-ethyl)-3-pyrazin-2-yl-prop-2-ynyl]-1-[1-(trifluoromethyl)cyclopropanecarbonyl]pyrrolidine-2-carboxamide